F[C@H]1CC2=CC=3CC[C@@H](C3C(=C2C1)NC(=O)N=[S@@](=O)(N)C=1C=NN2C1OCCC2)C (S)-N'-(((2S,5S)-2-fluoro-5-methyl-1,2,3,5,6,7-hexahydro-s-indacen-4-yl)carbamoyl)-6,7-dihydro-5H-pyrazolo[5,1-b][1,3]oxazine-3-sulfonimidamide